benzyl (5-bromo-2,3-dihydrobenzofuran-3-yl)carbamate BrC=1C=CC2=C(C(CO2)NC(OCC2=CC=CC=C2)=O)C1